(3s,7r)-3-azabicyclo[3.3.0]oct-2-ene C12C=NCC2CCC1